IC=1C=NC(=NC1)NC1=CSC=C1 5-iodo-N-(thiophen-3-yl)pyrimidin-2-amine